C(CCCCC)N1C=[N+](C=C1)CCCNSC 1-hexyl-3-(3-methylthioaminopropyl)imidazolium